OOCCCCCCCCCCCCCC tetradecyl hydroxy ether